ClC1=NC=CC2=C1N=CN2CC(=O)N(C)C 2-(4-chloro-1H-imidazo[4,5-c]pyridin-1-yl)-N,N-dimethylacetamide